C1(CCCCC1)P(C1CCCCC1)C1CCCCC1 tri-cyclohexylphosphin